di(trimethylsilyl)phosphine chloride [Cl-].C[Si](C)(C)P[Si](C)(C)C